N1C=NC=C1C1=C(N=C2N1C=C(C=N2)COC)C2=NC(=NN2)C(F)(F)F 5-[3-(1H-imidazol-5-yl)-6-(methoxymethyl)imidazo[1,2-a]pyrimidin-2-yl]-3-(trifluoromethyl)-1H-1,2,4-triazole